N(=[N+]=[N-])CC(=O)C1OC2=C(N(C1)CC1=CC=CC=C1)C=C(C=C2)C(=O)NC(C)(C)C 2-(2-azidoacetyl)-4-benzyl-N-tert-butyl-2,3-dihydro-1,4-benzoxazine-6-carboxamide